O1CCOC12CCOC(CC2)=O 1,4,8-trioxaspiro[4.6]-9-undecanone